4-(N,N-diethylamino)-styrene C(C)N(CC)C1=CC=C(C=C)C=C1